1-octadecyl-3-ethylimidazole C(CCCCCCCCCCCCCCCCC)N1CN(C=C1)CC